CC(C)C (R)-2-methylpropan